C(C1=CC=CC=C1)NC(C=[N+]=[N-])=O N-benzyl-diazoacetamide